5-[[2-[2,6-difluoro-4-[3-[1-(5-propylpyrimidin-2-yl)-4-piperidyl]propoxy]phenyl]acetyl]amino]pentyl-triethyl-ammonium FC1=C(C(=CC(=C1)OCCCC1CCN(CC1)C1=NC=C(C=N1)CCC)F)CC(=O)NCCCCC[N+](CC)(CC)CC